2-Amino-7-fluoro-4-(5-fluoro-3-((R)-1-methyl-1,7-diazaspiro[4.4]-nonan-7-yl)-7,9-dihydro-furo[3,4-f]quinazolin-6-yl)thieno[3,2-c]pyridine-3-carbonitrile NC1=C(C=2C(=NC=C(C2S1)F)C=1C2=C(C=3C=NC(=NC3C1F)N1C[C@@]3(CCCN3C)CC1)COC2)C#N